N-(2-chlorobenzyl)thiopyridone ClC1=C(CSN2C(C=CC=C2)=O)C=CC=C1